2-((1-methyl-4-oxo-2-(trifluoromethyl)-1,4-dihydroquinolin-7-yl)oxy)-1,3-thiazole-5-carboxamide CN1C(=CC(C2=CC=C(C=C12)OC=1SC(=CN1)C(=O)N)=O)C(F)(F)F